1-(benzenesulfonyl)-5-bromo-1H-pyrrole-3-carbaldehyde C1(=CC=CC=C1)S(=O)(=O)N1C=C(C=C1Br)C=O